O1CCC2=C1C=C(C=C2)CCC(CC(=O)NC2=CC=CC=C2)C 5-(2,3-dihydrobenzofuran-6-yl)-3-methyl-N-phenylpentanamide